ClC1=CC(=C(C=C1)C=1N(C(=CC1C(=O)OC)C1=C2C(=NC=C1)N(C=C2)S(=O)(=O)C2=CC=CC=C2)COCC[Si](C)(C)C)F methyl 2-(4-chloro-2-fluorophenyl)-5-[1-(benzenesulfonyl)-1H-pyrrolo[2,3-b]pyridin-4-yl]-1-{[2-(trimethylsilyl) ethoxy] methyl}-1H-pyrrole-3-carboxylate